N-(3-carbamoylphenyl)-2-(2-isopropoxyphenoxy)-5-(trifluoromethyl)benzamide C(N)(=O)C=1C=C(C=CC1)NC(C1=C(C=CC(=C1)C(F)(F)F)OC1=C(C=CC=C1)OC(C)C)=O